5,5'-oxybis(N-(2-ethylhexyl)-2-methyl-3-hydroxypyridin-4-one) O(C=1C(C(=C(N(C1)CC(CCCC)CC)C)O)=O)C=1C(C(=C(N(C1)CC(CCCC)CC)C)O)=O